FC1=C(C=CC(=C1)F)C1C(C2=C(CCC1)C=C(C=C2)C(=O)OC)=O methyl 6-(2,4-difluorophenyl)-5-oxo-6,7,8,9-tetrahydro-5H-benzo[7]annulene-2-carboxylate